OC1=C(C=CC(=C1)B1OC(C(O1)(C)C)(C)C)C(=O)N1CCCC1 (2-hydroxy-4-(4,4,5,5-tetramethyl-1,3,2-dioxaborolan-2-yl)phenyl)(pyrrolidin-1-yl)methanone